2,3',4,5'-tetraacetyloxy-stilbene C(C)(=O)OC1=C(C=CC(=C1)OC(C)=O)C=CC1=CC(=CC(=C1)OC(C)=O)OC(C)=O